4-Hydrazino-6-(methylthio)-2-phenylpyrimidine-5-carbonitrile N(N)C1=NC(=NC(=C1C#N)SC)C1=CC=CC=C1